N-((2-(2,6-dioxopiperidin-3-yl)-1-oxoisoindol-5-yl)methyl)-2,2-difluoroacetamide O=C1NC(CCC1N1C(C2=CC=C(C=C2C1)CNC(C(F)F)=O)=O)=O